ClC=1C=NC(=NC1)N1CCN(CC1)C(CCO[C@H](COC1=C(C(NN=C1)=O)C(F)(F)F)COC)=O 5-[(2S)-2-[3-[4-(5-chloropyrimidin-2-yl)piperazin-1-yl]-3-oxopropoxy]-3-methoxypropoxy]-4-(trifluoromethyl)-2,3-dihydropyridazin-3-one